C(C)(C)(C)OC(=O)N1C([C@@]2(C3=CC(=CC=C13)Cl)[C@@H](C2)C2=CC=C1C(=NN(C1=C2)C(=O)OC(C)(C)C)I)=O (1R,2S)-2-(1-(tert-Butoxycarbonyl)-3-iodo-1H-indazol-6-yl)-5'-chloro-2'-oxospiro[cyclopropane-1,3'-indoline]-1'-carboxylic acid tert-butyl ester